CN1CC2C(CC1)CCN2C=2C=1N(C(=NN2)SC)C=CN1 8-(6-methyloctahydro-1H-pyrrolo[2,3-c]pyridin-1-yl)-5-(methylthio)imidazo[1,2-d][1,2,4]triazine